NCCC1CCN(CC1)C1=C(C2=C(N(C(N2C)=O)C2C(NC(CC2)=O)=O)C=C1)F 3-[5-[4-(2-aminoethyl)-1-piperidyl]-4-fluoro-3-methyl-2-oxo-benzimidazol-1-yl]piperidine-2,6-dione